4-aminophenyl alpha-D-mannopyranoside O([C@@H]1[C@@H](O)[C@@H](O)[C@H](O)[C@H](O1)CO)C1=CC=C(C=C1)N